ClC=1C=C(C=CC1OC1CC1)C=1N=C(SC1)SC=1N=NNC1C(=O)O 4-((4-(3-chloro-4-cyclopropoxyphenyl)thiazol-2-yl)thio)-1H-1,2,3-triazole-5-carboxylic acid